C(\C=C\C(=O)O)(=O)O.S1C=CN=CC=C1.S1C=CN=CC=C1 [1,4]Thiazepine hemifumarate